O=C1NC(CCC1C1=CC=C2CCNCC2=C1)=O 7-(2,6-DIOXOPIPERIDIN-3-YL)-1,2,3,4-TETRAHYDROISOQUINOLINE